[N-](S(=O)(=O)C(F)(F)F)S(=O)(=O)C(F)(F)F.C[N+]1(CCCC1)CCCCC 1-methyl-1-pentylpyrrolidinium bis(trifluoromethanesulfonyl)imide salt